1-methyl-2-propylpyridinium cyanide [C-]#N.C[N+]1=C(C=CC=C1)CCC